4,7-Methano-1H-inden-5-ol C1C=CC2=C3C(=CC(=C12)C3)O